3-(ethylsulfamoyl)benzene C(C)NS(=O)(=O)C=1C=CC=CC1